CC(C=O)(C)N1CCOC2(CC2)C1 2-methyl-2-(4-oxa-7-azaspiro[2.5]oct-7-yl)propanal